COC=1C=C2C(=NC=NC2=CC1OC)NCC1=CC=C(C=C1)S(=O)(C)=N (4-(((6,7-dimethoxyquinazolin-4-yl)amino)methyl)phenyl)(imino)(methyl)-λ6-sulfanone